S(=O)(=O)(O)[O-].[Na+] sodium (hydrogen) sulfate